METHYL-2,3,5,6-TETRACHLORO-4-PYRIDYLSULPHONE CN1C(C(=C(C(=C1Cl)Cl)S(=O)(=O)C1=C(C(N(C(=C1Cl)Cl)C)Cl)Cl)Cl)Cl